7-(4-fluoro-2-isopropoxyphenyl)-6-((R)-7-methyl-4,5,6,7-tetrahydropyrazolo[1,5-a]pyrazin-2-yl)thieno[3,2-c]pyridin-4-yl trifluoromethanesulfonate FC(S(=O)(=O)OC1=NC(=C(C2=C1C=CS2)C2=C(C=C(C=C2)F)OC(C)C)C2=NN1C(CNC[C@H]1C)=C2)(F)F